NCCC1=CC=C(C=C1)C1=C(C=C(C#N)C=C1)OC1=NC(=NC(=C1)C1=C(C=CC=C1)O)C 4-[4-(2-aminoethyl)phenyl]-3-[6-(2-hydroxyphenyl)-2-methylpyrimidin-4-yl]oxybenzonitrile